2-Methylchinolin-8-ol CC1=NC2=C(C=CC=C2C=C1)O